CC1(O[C@@H](CC1)C(=O)N1CCOCC1)C (3aS,5S,6aS)-2,2-dimethyl-5-(morpholine-4-carbonyl)-tetrahydrofuran